alpha-[2,3-Bis[cyano(4-cyano-2,3,5,6-tetrafluorophenyl)methylene]cyclopropylidene]-2,3,5,6-tetrafluoro-4-(trifluoromethyl)benzeneacetonitrile C(#N)C(=C1C(C1=C(C1=C(C(=C(C(=C1F)F)C#N)F)F)C#N)=C(C#N)C1=C(C(=C(C(=C1F)F)C(F)(F)F)F)F)C1=C(C(=C(C(=C1F)F)C#N)F)F